(R or S)-3-methyl-2-(2-((1-(2,2,2-trifluoroethyl)pyrrolidin-3-yl)methyl)-2H-pyrazolo[3,4-b]pyridin-6-yl)-5-(trifluoromethyl)phenol CC=1C(=C(C=C(C1)C(F)(F)F)O)C=1C=CC=2C(N1)=NN(C2)C[C@H]2CN(CC2)CC(F)(F)F |o1:22|